CN(CC(=O)N1CCC(CC1)NCC=1C=C2C=C(N(C2=CC1)CC)C#CCNC=1C=CC(=NC1)C(C#N)(C)C)C 2-{5-[(3-{5-[({1-[2-(dimethylamino)acetyl]piperidin-4-yl}amino)methyl]-1-ethyl-1H-indol-2-yl}prop-2-yn-1-yl)amino]pyridin-2-yl}-2-methylpropanenitrile